4,6-dimethoxy-2-phenoxycarbonylaminopyrimidine COC1=NC(=NC(=C1)OC)NC(=O)OC1=CC=CC=C1